C(#N)C1=C(C(=CC=C1)OC)C(C(=O)NC(C(=O)O)CCN(CCCCC1=NC=2NCCCC2C=C1)CC(CF)OC)C 2-[[2-(2-cyano-6-methoxy-phenyl)propanoyl]amino]-4-[[3-fluoro-2-methoxy-propyl]-[4-(5,6,7,8-tetrahydro-1,8-naphthyridin-2-yl)butyl]amino]butanoic acid